C(=O)C1=C(OC[C@H]2CN(CCC2)C(=O)OC2=C(C(=CC=C2)OC)C=C)C=CC=C1O 2-ethenyl-3-methoxyphenyl (3R)-3-(2-formyl-3-hydroxyphenoxymethyl)piperidine-1-carboxylate